COC1=C(C=CC(=C1)OC)C(CC=O)C[N+](=O)[O-] 3-(2,4-dimethoxyphenyl)-4-nitro-butan-1-one